C1(CCCCC1)[C@H]1[C@H](C2=CC=C(C=C2CC1)OC)C1=C(C=C(C=C1F)N1CCC(CC1)C(OC)OC)F 1-(4-((1R,2S)-2-cyclohexyl-6-methoxy-1,2,3,4-tetrahydronaphthalen-1-yl)-3,5-difluorophenyl)-4-(dimethoxymethyl)piperidine